1-(2-bromobenzyl)-1H-1,2,3-triazole BrC1=C(CN2N=NC=C2)C=CC=C1